1-Hydroxybenztriazole ON1N=NC2=C1C=CC=C2